didodecyl 8,16-diimino-4,20-dithia-9,12,15-triazatricosanedioate N=C(CCCSCCC(=O)OCCCCCCCCCCCC)NCCNCCNC(CCCSCCC(=O)OCCCCCCCCCCCC)=N